5-(Aminomethyl)-5-(5-fluoro-6-(4-fluorophenyl)-4-(2-hydroxypropan-2-yl)pyridin-2-yl)-3-methyltetrahydrofuran-3-ol hydrochloride Cl.NCC1(CC(CO1)(O)C)C1=NC(=C(C(=C1)C(C)(C)O)F)C1=CC=C(C=C1)F